C1CC(CCC1N)NC2=CC=CC=N2 (1r,4r)-N1-(pyridin-2-yl)cyclohexane-1,4-diamine